5-propyl-pyrimidine C(CC)C=1C=NC=NC1